5,14-dihydroquinoxalino[2,3-b]phenazine C1=CC=CC=2NC=3C(=CC4=NC5=CC=CC=C5N=C4C3)NC12